ClC1=NC2=C(C=CC=C2C(=N1)Cl)OC1CC1 2,4-dichloro-8-cyclopropoxy-quinazoline